4,4-difluoro-N-(4-(morpholin-2-yl)phenyl)-1,4,5,6-tetrahydrocyclopenta[c]pyrazole-3-carboxamide FC1(CCC=2NN=C(C21)C(=O)NC2=CC=C(C=C2)C2CNCCO2)F